FC(C(C)(N(C)C)C1=CC(=C(C=C1)F)B1OC(C(O1)(C)C)(C)C)(F)F 1,1,1-Trifluoro-2-(4-fluoro-3-(4,4,5,5-tetramethyl-1,3,2-dioxaborolan-2-yl)phenyl)-N,N-dimethylpropan-2-amine